1,3-dimethylcarbazole CC1=CC(=CC=2C3=CC=CC=C3NC12)C